C1(CC1)C1=C(C2=C(N=CC3=C2N(C(NC3)=O)C3CC(C3)NC(OC)=O)N1)C=1C=C3C=NN(C3=CC1)C(C)C methyl ((1r,3r)-3-(8-cyclopropyl-9-(1-isopropyl-1H-indazol-5-yl)-2-oxo-2,3,4,7-tetrahydro-1H-pyrrolo[3',2':5,6]pyrido[4,3-d]pyrimidin-1-yl)cyclobutyl)carbamate